alpha-pinene methacrylate C(C(=C)C)(=O)O.C12C(=CCC(C1(C)C)C2)C